ClC=1C=CC2=C(C=C3C=CCN(C3=C2N1)C)C1=CC=CC=C1 9-chloro-1-methyl-6-phenyl-1,10-phenanthroline